BrC1=CC(=C2C(NN=C(C2=C1)CN1C=C2C=CC=CC2=C1)=O)OCC1(CC1)F 2-((7-bromo-5-((1-fluorocyclopropyl)methoxy)-4-oxo-3,4-dihydrophthalazin-1-yl)methyl)isoindole